(S)-N-(1-(4-(tert-butyl)phenyl)-6-(2-((2-(2-ethoxyethoxy)ethoxy)methyl)pyrrolidin-1-yl)-1H-pyrazolo[3,4-d]pyrimidin-4-yl)-5-nitrothiophene-2-carboxamide C(C)(C)(C)C1=CC=C(C=C1)N1N=CC=2C1=NC(=NC2NC(=O)C=2SC(=CC2)[N+](=O)[O-])N2[C@@H](CCC2)COCCOCCOCC